COC(=O)C1C(N(N=C(C1)C=1C=NC(=CC1)C(F)F)C=1C=NN(C1)C)=O 6-[6-(difluoromethyl)pyridin-3-yl]-2-(1-methyl-1H-pyrazol-4-yl)-3-oxo-2,3,4,5-tetrahydropyridazine-4-carboxylic acid methyl ester